3,6-bis(tetrahydropyrrolyl)carbazole N1C(CCC1)C=1C=CC=2NC3=CC=C(C=C3C2C1)C1NCCC1